N-(2-(7-cyclopropyl-3-bromonaphthalen-1-yl)ethyl)acetamide C1(CC1)C1=CC=C2C=C(C=C(C2=C1)CCNC(C)=O)Br